monomethylolpropane triacrylate C(C=C)(=O)O.C(C=C)(=O)O.C(C=C)(=O)O.C(O)C(C)C